COC(=O)C1=NC=C2N1C=C(N=C2Cl)SCC2=CC=CC=C2 6-(benzylthio)-8-chloroimidazo[1,5-a]pyrazine-3-carboxylic acid methyl ester